C1(=CC=CC=C1)S(=O)(=O)N1C=CC=2C1=NC=CC2C2=C(C=C(C=C2)NC(=O)[C@@H](CC(C)C)NC(OCC2C1=CC=CC=C1C=1C=CC=CC21)=O)F 9H-Fluoren-9-ylmethyl N-[(1R)-1-[[4-[1-(benzenesulfonyl)pyrrolo[2,3-b]pyridin-4-yl]-3-fluoro-phenyl]carbamoyl]-3-methyl-butyl]carbamate